1-methyl-2-((1-methyl-2-oxo-5-(trifluoromethyl)-1,2-dihydropyridin-3-yl)amino)-6-((6-(methylamino)pyrazolo[1,5-a]pyridin-3-yl)oxy)-1H-imidazo[4,5-b]pyridine-7-carbonitrile CN1C(=NC2=NC=C(C(=C21)C#N)OC=2C=NN1C2C=CC(=C1)NC)NC=1C(N(C=C(C1)C(F)(F)F)C)=O